FC1=C(C=C(C=C1)F)C1=NN2C(N=CC=C2)=C1C(=O)O 2-(2,5-Difluorophenyl)pyrazolo[1,5-a]pyrimidine-3-carboxylic acid